C(C)C1=C(OC(C(=O)O)(C)C)C(=CC(=C1)CN1N=CN(C1=O)C1=CC=C(C=C1)OC(F)(F)F)CC 2-(2,6-Diethyl-4-((5-oxo-4-(4-(tri-fluoromethoxy)phenyl)-4,5-dihydro-1H-1,2,4-triazol-1-yl)methyl)phenoxy)-2-methylpropionic acid